2,4-dimethylpyrimidine-5-formic acid CC1=NC=C(C(=N1)C)C(=O)O